Cl.Cl.C1(CCCC1)N1C[C@H](CCC1)C1CCNCC1 (R)-1-cyclopentyl-3,4'-bipiperidine dihydrochloride